COC(=O)C1=NN(C=C1[N+](=O)[O-])C(C)C 1-Isopropyl-4-nitro-1H-pyrazole-3-carboxylic acid methyl ester